(6R,12aR)-2,3,6,7,12,12a-hexahydro-2-methyl-6-(1,3-benzodioxol-5-yl)-pyrazino-[2',1':6,1]pyrido[3,4-b]indole-1,4-dione CN1C([C@H]2CC3=C(NC=4C=CC=CC34)[C@H](N2C(C1)=O)C1=CC2=C(OCO2)C=C1)=O